3-methylsulfonylbenzofuran-5-carboxamide CS(=O)(=O)C1=COC2=C1C=C(C=C2)C(=O)N